NC1(COC1)CNC1=NC(=NC2=CC=C(C(=C12)OC)C)N1CCS(C2=C(C1)C=CC=C2)=NC2CC2 4-(4-(((3-aminooxetane-3-yl)methyl)amino)-5-methoxy-6-methylquinazolin-2-yl)-1-(cyclopropylimino)-2,3,4,5-tetrahydro-benzo[f][1,4]thiazepine